CC(C)C iso-butane